[Br-].C(C1=CC=CC=C1)[N+]1(CC(CCC1)C(=O)OCC)CC(=O)NC1=C(C=CC=C1C)C 1-benzyl-1-(2-((2,6-dimethylphenyl)Amino)-2-oxoethyl)-3-(ethoxycarbonyl)piperidin-1-ium bromide